C(C1=CC(=C(C(=C1)CC)O)CC)C1=CC(=C(C(=C1)CC)O)CC 4,4'-methylenebis(2,6-diethylphenol)